C(C1=CC=CC=C1)OC(=O)N1C(CNCC1)(C1=C(C=CC=C1)CN1C(NC(C2=C1C=CN2)=O)=C=S)C methyl-2-(2-((4-oxo-2-thiocarbonyl-2,3,4,5-tetrahydro-1H-pyrrolo[3,2-d]pyrimidin-1-yl)methyl)phenyl)piperazine-1-carboxylic acid benzyl ester